ClC=1C=NN(C(C1Cl)=O)CC(=O)NCC1=CC=NC=C1 4,5-dichloro-6-oxo-N-(4-pyridinylmethyl)-1(6H)-pyridazineacetamide